C(CC)N1C=C(C2=CC(=CC=C12)NC(=O)C1=CN=CN1C)C#N N-(1-propyl-3-cyano-1H-indol-5-yl)-1-methyl-1H-imidazole-5-carboxamide